C(C=1C(O)=CC=CC1)=N[C@H]1[C@@H](CCCC1)N=CC=1C(O)=CC=CC1 (1r,2r)-N,N'-disalicylidene-1,2-cyclohexanediamine